1-[4-(5-Cyclobutoxy-3-methyl-isothiazol-4-yl)-2,6-difluoro-phenyl]Pyrrolidine C1(CCC1)OC1=C(C(=NS1)C)C1=CC(=C(C(=C1)F)N1CCCC1)F